C(CC)N(C(=O)NCCC)CCC N,N,N'-tripropyl-urea